(1S,2S,3S,6R,7R)-3-{[(1S)-1-carbamoyl-2-[(3S)-2-oxopyrrolidin-3-yl]ethyl]carbamoyl}-4-azatricyclo[5.2.1.0{2,6}]decane-4-carboxylic acid tert-butyl ester C(C)(C)(C)OC(=O)N1[C@@H]([C@H]2[C@H]3CC[C@@H]([C@H]2C1)C3)C(N[C@@H](C[C@H]3C(NCC3)=O)C(N)=O)=O